FC(C=1C(=C(C=CC1)[C@@H](C)NC(=O)C1=CN(C(C=C1NC1CCN(CC1)C)=O)C12COC(C1)(C2)C)F)F (R)-N-(1-(3-(difluoromethyl)-2-fluorophenyl)ethyl)-1-(1-methyl-2-oxabicyclo[2.1.1]hex-4-yl)-4-((1-methylpiperidin-4-yl)amino)-6-oxo-1,6-dihydropyridine-3-carboxamide